ruthenium (III) hexaanimine chloride [Cl-].C(CCCCC)=N.[Ru+3].[Cl-].[Cl-]